CC(C)(C)OC(=O)N1C(CC=CC1)C1NNC(CC1)C(=O)OCC [6-(ethoxycarbonyl)-1,2-diazacyclohex-3-yl]-1,2,3,6-tetrahydropyridine-1-carboxylic acid 2-methylpropan-2-yl ester